perfluoro-butylsulfonyl acrylate C(C=C)(=O)OS(=O)(=O)C(C(C(C(F)(F)F)(F)F)(F)F)(F)F